C(C=C)NC1=CC=C(C=C1)C(F)(F)F N-allyl-4-(trifluoromethyl)aniline